C(C)OC(=O)C1=C(C=CC(=C1)N)C1=C(C=C(N)C=C1)C(=O)OCC 2,2'-diethyl-oxycarbonyl-benzidine